C(=O)C1=C(C=C(C=C1OC)OB(O)O)OC 4-formyl-3,5-dimethoxyphenylboric acid